C(C)(C)(C)OC(=O)N1CCN(CC1)C1C=2C(NCC1)=C(NN2)C(=O)OCC ethyl 7-[4-(tert-butoxycarbonyl)piperazin-1-yl]-4,5,6,7-tetrahydro-2H-pyrazolo[4,3-b]pyridine-3-carboxylate